N-(3-fluorobenzyl)-2-(5-(4-morpholinophenyl)pyridine-2-yl)acetamide FC=1C=C(CNC(CC2=NC=C(C=C2)C2=CC=C(C=C2)N2CCOCC2)=O)C=CC1